[Se-2].[Cd+2].[Zn+2].[Cu+2].[Se-2].[Se-2] copper zinc cadmium selenide